BrC1=C(C(=CC=C1C)Br)C 2,6-dibromometa-xylene